NC1=NC2=CC(=CC=C2C=C1Cl)CN(C(=O)C=1C=NC(=NC1)C1CCC1)C=1C(=NC=CC1)S(=O)(=O)C N-[(2-amino-3-chloroquinolin-7-yl)methyl]-2-cyclobutyl-N-(2-methanesulfonylpyridin-3-yl)pyrimidine-5-carboxamide